CC1(COCC[C@@H]1C1=NC2=CC=C(C=C2C=C1)CN1C[C@H](CC1)OC=1C=C2CN(C(C2=CC1)=O)C1C(NC(CC1)=O)=O)C 3-(5-(((S)-1-((2-((S)-3,3-Dimethyltetrahydro-2H-pyran-4-yl)quinolin-6-yl)methyl)pyrrolidin-3-yl)oxy)-1-oxoisoindolin-2-yl)piperidine-2,6-dione